2-(6-amino-5-(1-(1-(piperidin-4-yl)ethyl)1H-pyrazol-4-yl)pyridazin-3-yl)phenol NC1=C(C=C(N=N1)C1=C(C=CC=C1)O)C=1C=NN(C1)C(C)C1CCNCC1